ClC=1C=C(C=C(NC2=CC(=CC(=C2)C(C)(C)C)C(C)(C)C)C1)OC1=CC(=CC=C1)C(C)(C)C 5-chloro-3-(3-t-butylphenoxy)-N-(3,5-di-t-butylphenyl)aniline